(1R,4S)-tert-butyl 5-methyl-3-oxo-2-azabicyclo[2.2.1]hept-5-ene-2-carboxylate CC=1[C@H]2C(N([C@@H](C1)C2)C(=O)OC(C)(C)C)=O